(5-((7-fluoro-2H-benzo[b][1,4]oxazin-4(3H)-yl)methyl)furan-2-yl)methanol FC=1C=CC2=C(OCCN2CC2=CC=C(O2)CO)C1